COC=1C(=C2C=CNC2=C(C1)C)CN1[C@@H](C[C@]2(CCCO2)CC1)C1=CC=C(C(=O)O)C=C1 4-((5S,7S)-8-((5-methoxy-7-methyl-1H-indol-4-yl)methyl)-1-oxa-8-azaspiro[4.5]decan-7-yl)benzoic acid